ClC1=CC(=NC=C1OC1=CC=CC=C1)N(CC1=CC=C(C=C1)OC)CC1=CC=C(C=C1)OC 4-chloro-N,N-bis[(4-methoxyphenyl)methyl]-5-phenoxy-pyridin-2-amine